tert-butyl 2-[[3-chloro-2-(1-methylpyrazol-4-yl)phenyl]methyl]morpholine-4-carboxylate ClC=1C(=C(C=CC1)CC1CN(CCO1)C(=O)OC(C)(C)C)C=1C=NN(C1)C